[N+](=O)([O-])C1=C(OC2(C[C@H](N(C2)C(=O)OCC(C)C)C(=O)OC)C(=O)OC)C=CC=C1 1-(i-butyl) 2,4-dimethyl (2S)-4-(2-nitrophenoxy)pyrrolidine-1,2,4-tricarboxylate